ClC1=CC=C(CC2(CC2)C(=O)N[C@@H]2[C@H](CN(CC2)C)F)C=C1 1-(4-chlorobenzyl)-N-((3S,4S)-3-fluoro-1-methylpiperidin-4-yl)cyclopropane-1-carboxamide